FC(OC1=CC=C(C=C1)C1=CN=C2N1C=CN=C2NC2=CC(=C(C(=O)NCCCN1CCOCC1)C=C2)C)F 4-[[3-[4-(difluoromethoxy)phenyl]imidazo[1,2-a]pyrazin-8-yl]amino]-2-methyl-N-(3-morpholin-4-ylpropyl)benzamide